CC1=C(C=C(C=C1)[N+](=O)[O-])S(=O)(=O)N 2-methyl-5-nitrobenzenesulfonamide